ClC=1C=C(C=CC1C=1N(C2=NC=NC(=C2N1)OC1(CC1)C)CC1=NC=CC(=C1)C)CC(=O)NC[C@H](C)O (S)-2-(3-chloro-4-(6-(1-methylcyclopropoxy)-9-((4-methylpyridin-2-yl)methyl)-9H-purin-8-yl)phenyl)-N-(2-hydroxypropyl)acetamide